tert-butyl (4-(phenyl(tosyl)carbamoyl)phenyl)carbamate C1(=CC=CC=C1)N(C(=O)C1=CC=C(C=C1)NC(OC(C)(C)C)=O)S(=O)(=O)C1=CC=C(C)C=C1